Cl.Cl.CC1=C(C(=O)OC)C(=CC(=N1)N1CCNCC1)C methyl 2,4-dimethyl-6-(piperazin-1-yl)nicotinate dihydrochloride